NCC1=CC=C(CNC(=O)[C@H](CC2=CC=CC=C2)NC(=O)[C@@H](CC2=CC=C(C=C2)OCC)NC(C2=CC=CC=C2)=O)C=C1 N-[(R)-1-[(S)-1-(4-aminomethyl-benzylcarbamoyl)-2-phenyl-ethylcarbamoyl]-2-(4-ethoxy-phenyl)-ethyl]-benzamide